ClC=1C(=C(CN2[C@@H](C[C@@](CC2)(C(=O)O)CC2=NC(=CC(=C2F)C(F)(F)F)NC2=NNC(=C2)C)C)C=CC1)F (2R,4R)-1-(3-chloro-2-fluorobenzyl)-4-((3-fluoro-6-((5-methyl-1H-pyrazol-3-yl)amino)-4-(trifluoromethyl)pyridin-2-yl)methyl)-2-methylpiperidine-4-carboxylic acid